N[C@H]1[C@H](CN(C1)C(=O)NC)NC(OCC(Cl)(Cl)Cl)=O 2,2,2-trichloroethyl ((3S,4R)-4-amino-1-(methylaminoformyl)pyrrolidin-3-yl)carbamate